3-hydroxy-3',4',5-trimethoxybibenzyl OC=1C=C(C=C(C1)OC)CCC1=CC(=C(C=C1)OC)OC